(2R,3S,5R)-5-(6-amino-2-fluoro-9H-purin-9-yl)-2-ethynyl-2-(hydroxymethyl)tetrahydrofuran-3-yl acetate C(C)(=O)O[C@@H]1[C@](O[C@H](C1)N1C2=NC(=NC(=C2N=C1)N)F)(CO)C#C